2,5-dimethylbenzene-1,4-diamine CC1=C(C=C(C(=C1)N)C)N